(R)-2-(4,4-difluorocyclohexyl)-4-(2,5-difluorophenyl)-N-(2-(2-methylazetidin-1-yl)pyrimidin-5-yl)nicotinamide FC1(CCC(CC1)C1=C(C(=O)NC=2C=NC(=NC2)N2[C@@H](CC2)C)C(=CC=N1)C1=C(C=CC(=C1)F)F)F